NC1=CC=C(OCC(=O)[C@]2([C@@H](C[C@H]3[C@@H]4CCC5=CC(C=C[C@@]5([C@]4([C@H](C[C@]23C)O)F)C)=O)C)O)C=C1 (1R,2S,10S,11S,13R,14R,15S,17S)-14-[2-(4-Aminophenoxy)acetyl]-1-fluoro-14,17-dihydroxy-2,13,15-trimethyltetracyclo[8.7.0.02,7.011,15]heptadeca-3,6-dien-5-one